2-(1-oxo-5-(4-(piperazin-1-yl)phenyl)isoindolin-2-yl)-2-phenyl-N-(4-(pyridin-4-ylamino)phenyl)acetamide O=C1N(CC2=CC(=CC=C12)C1=CC=C(C=C1)N1CCNCC1)C(C(=O)NC1=CC=C(C=C1)NC1=CC=NC=C1)C1=CC=CC=C1